[Si](C)(C)(C(C)(C)C)OC1=CC(=C(C=C1)N=C(N)C1=C(C=2N(N=C1)C=C(C2)C2=C(C=C(C(=C2)F)O)CC)N[C@@H]2COCC2)CC N'-[4-[tert-butyl(dimethyl)silyl]oxy-2-ethyl-phenyl]-6-(2-ethyl-5-fluoro-4-hydroxy-phenyl)-4-[[(3S)-tetrahydrofuran-3-yl]amino]pyrrolo[1,2-b]pyridazine-3-carboxamidine